P(O)(=O)(OP(=O)(O)OP(=O)(O)O)OC[C@@H]1[C@H]([C@H]([C@@H](O1)N1C=NC=2C(N)=NC=NC12)O)O adenosine 5'-triphosphate